(-)-7-Phenyl-2-(4-(trifluoromethyl)phenyl)-4,5,6,7-tetrahydropyrazolo[1,5-a]pyrimidine C1(=CC=CC=C1)C1CCNC=2N1N=C(C2)C2=CC=C(C=C2)C(F)(F)F